(4-(4-fluorophenyl)piperazin-1-yl)(2-(5-methylfuran-2-yl)quinolin-4-yl)methanone FC1=CC=C(C=C1)N1CCN(CC1)C(=O)C1=CC(=NC2=CC=CC=C12)C=1OC(=CC1)C